6,7-difluoro-3,4-dihydronaphthalen-2(1H)-one FC=1C=C2CCC(CC2=CC1F)=O